ClC=1C=CC=C(C1)C1=NOC=C1 3-(5-chlorophenyl)-isoxazole